dichloro-rhodium Cl[Rh]Cl